C1(=CC=CC=C1)N1C2=CC=CC=C2C=2C(=C(C=CC12)N1C2=CC=CC=C2C=2C=C(C=CC12)N1C2=CC=CC=C2C=2C=CC=CC12)N1C2=CC=CC=C2C=2C=CC=CC12 9''-phenyl-9''H-9,3':9',3'':4'',9'''-quatercarbazole